NC=1NC(C=2N(C(N(C2N1)[C@@H]1O[C@@H]([C@@H]([C@H]1O)F)[C@H](CC)O)=O)CCS(=O)C)=O 2-amino-9-((2R,3S,4R,5R)-4-fluoro-3-hydroxy-5-((S)-1-hydroxypropyl)tetrahydrofuran-2-yl)-7-(2-(methylsulfinyl)ethyl)-7,9-dihydro-1H-purine-6,8-dione